C(C)N(C(=O)NCC1=CC=C(C=C1)C1=NOC(=N1)C(F)(F)F)CC 1,1-diethyl-3-[[4-[5-(trifluoro-methyl)-1,2,4-oxadiazol-3-yl]phenyl]methyl]urea